1-(3-chlorophenyl)-3-(3-hydroxyphenyl)urea ClC=1C=C(C=CC1)NC(=O)NC1=CC(=CC=C1)O